N-(1-(3,4-dichlorobenzyl)-2,3-diketoindol-5-yl)-3-trifluoromethyl-benzamide ClC=1C=C(CN2C(C(C3=CC(=CC=C23)NC(C2=CC(=CC=C2)C(F)(F)F)=O)=O)=O)C=CC1Cl